O=C1[C@]2(C=3C(=NC=CC3)N1)CC=1C=CNC1CC2 (S)-2'-oxo-1,1',2',4,6,7-hexahydrospiro[indole-5,3'-pyrrolo[2,3-b]pyridine]